Dibenzyl 4,4'-(disulfanediylbis(methylene))bis(piperidine-1-carboxylate) S(SCC1CCN(CC1)C(=O)OCC1=CC=CC=C1)CC1CCN(CC1)C(=O)OCC1=CC=CC=C1